C(CC)[Si](O[Si](O[Si](C)(C)C)(C)C)(C)C propylheptamethyl-trisiloxane